(E)-3-(dimethylamino)-1-(2-hydroxy-4-methylphenyl)prop-2-en-1-one CN(/C=C/C(=O)C1=C(C=C(C=C1)C)O)C